(4S)-3-[[5-[3-(Difluoromethoxy)-4-fluoro-phenyl]-3-pyridyl]methyl]-4-isopropyl-oxazolidin-2-one FC(OC=1C=C(C=CC1F)C=1C=C(C=NC1)CN1C(OC[C@@H]1C(C)C)=O)F